O1C(CCCCC(OCCC#CCC1)=O)=O 1,8-Dioxacyclotetradec-11-yne-2,7-dione